C(C1=CC=CC=C1)OC(=O)N1CCC(CC1)OC(CCNC=1N=[N+](C2=C([N+]1[O-])C=CC(=C2)Br)[O-])=O 3-((3-((1-(Benzyloxycarbonyl)piperidin-4-yl)oxy)-3-oxopropyl)amino)-7-bromo-benzo[e][1,2,4]Triazine-1,4-dioxide